(1S,3R,4S)-2-((3-chlorophenyl)-D-leucyl)-N-((R)-1-cyano-2-((R)-2-oxopyrrolidin-3-yl)ethyl)-5,5-difluoro-2-azabicyclo[2.2.2]octane-3-carboxamide ClC=1C=C(C=CC1)N[C@H](CC(C)C)C(=O)N1[C@@H]2CC([C@H]([C@@H]1C(=O)N[C@H](C[C@@H]1C(NCC1)=O)C#N)CC2)(F)F